(S)-N-(1-Cycloheptyl-2-((5-(1,4-dimethyl-1H-pyrazol-5-yl)pyridin-2-yl)amino)-2-oxoethyl)-1-methyl-1H-1,2,3-triazole-5-carboxamide C1(CCCCCC1)[C@@H](C(=O)NC1=NC=C(C=C1)C1=C(C=NN1C)C)NC(=O)C1=CN=NN1C